C(C)(C)(C)[Si](COC=1C(=CC(=C(C1C1=CC(=CC=C1)F)O)N1C2=CC=C(C=C2C=2C=C(C=CC12)C(C)(C)C)C(C)(C)C)C(C)(CC(C)(C)C)C)(COC1=CC=C(C=C1C=1C(=C(C=C(C1)C(C)(CC(C)(C)C)C)N1C2=CC=C(C=C2C=2C=C(C=CC12)C(C)(C)C)C(C)(C)C)O)F)C(C)(C)C 6',6''-(((di-t-butylsilanediyl)bis(methylene))bis(oxy))bis(3-(3,6-di-t-butyl-9H-carbazol-9-yl)-3'-fluoro-5-(2,4,4-trimethylpentan-2-yl)-[1,1'-biphenyl]-2-ol)